(8S,11R,13S,14S,17S)-11-[4-(dimethylamino)phenyl]-17-hydroxy-17-(3-hydroxyprop-1-ynyl)-13-methyl-1,2,6,7,8,11,12,14,15,16-decahydrocyclopenta[a]phenanthren-3-one CN(C1=CC=C(C=C1)[C@H]1C[C@@]2([C@@](CC[C@H]2[C@@H]2CCC3=CC(CCC3=C12)=O)(C#CCO)O)C)C